N-(4-acetamidophenyl-ethyl)-2-ethynyl-thiazole-4-carboxamide C(C)(=O)NC1=CC=C(C=C1)CCNC(=O)C=1N=C(SC1)C#C